4-(((6-(1-((4-ethoxy-1-methyl-6-(1H-tetrazol-5-yl)-1H-benzo[d]imidazol-2-yl)methyl)piperidin-4-yl)pyridin-2-yl)oxy)methyl)-3-fluorobenzonitrile C(C)OC1=CC(=CC=2N(C(=NC21)CN2CCC(CC2)C2=CC=CC(=N2)OCC2=C(C=C(C#N)C=C2)F)C)C2=NN=NN2